1-Butyl-1-methylpyrrolidinium tetrafluoroborat F[B-](F)(F)F.C(CCC)[N+]1(CCCC1)C